7-(3-{3-[(tert-butylamino)methyl]pyrrolidin-1-yl}-1,2,4-triazin-6-yl)-2-methylquinolin-6-ol C(C)(C)(C)NCC1CN(CC1)C=1N=NC(=CN1)C1=C(C=C2C=CC(=NC2=C1)C)O